2,6-di-tert-butyl-p-heptylphenol C(C)(C)(C)C1=C(C(=CC(=C1)CCCCCCC)C(C)(C)C)O